3,4,5-triiodo-1H-pyrazole IC1=NNC(=C1I)I